S(=O)(=O)(O)O.CONC N-methoxymethyl-amine sulfate